CC=1OC=CC1C(=O)NC1=NN(C2=C(C=CC=C12)C(F)(F)F)CC1=CC=C(C=C1)C(F)(F)F 2-methyl-N-(7-(trifluoromethyl)-1-(4-(trifluoromethyl)benzyl)-1H-indazol-3-yl)furan-3-carboxamide